ethyl 4-(benzyloxy)-3,5-difluoro-2-iodobenzoate C(C1=CC=CC=C1)OC1=C(C(=C(C(=O)OCC)C=C1F)I)F